2,2,2-trifluoroethyl methanesulfonate CS(=O)(=O)OCC(F)(F)F